3-[[7-[4-(dimethylamino)phenyl]-1,6-naphthyridin-5-yl]oxy]-1-propanol CN(C1=CC=C(C=C1)C1=NC(=C2C=CC=NC2=C1)OCCCO)C